2-propylmethylamine CC(C)NC